3-hydroxy-N-(2-methylphenyl)-4-[(2,4,5-trichlorophenyl)diazenyl-(diazenyl)]naphthalene-2-carboxamide OC=1C(=CC2=CC=CC=C2C1N=NN=NC1=C(C=C(C(=C1)Cl)Cl)Cl)C(=O)NC1=C(C=CC=C1)C